ClC=1C=CC2=C(N=C(O2)CSC=2NC(C3=C(N2)N(N=C3)C3=CC=CC=C3)=O)C1 6-(((5-Chlorobenzo[d]oxazol-2-yl)methyl)thio)-1-phenyl-1,5-dihydro-4H-pyrazolo[3,4-d]pyrimidin-4-on